3'-((tert-butoxycarbonyl)((3-methylpyridin-2-yl)-methyl)amino)-5'-methyl-[1,1'-biphenyl]-2-carboxylic acid methyl ester COC(=O)C=1C(=CC=CC1)C1=CC(=CC(=C1)C)N(CC1=NC=CC=C1C)C(=O)OC(C)(C)C